BrCC(=O)NC=1C=C(C(=O)OC)C=CC1NC(CBr)=O Methyl 3,4-bis(2-bromoacetamido)benzoate